C1(=CC=CC=C1)CCCCCCCCC(=O)O[C@@H](CC(=O)OCC(=O)C1=CC=C(C=C1)Br)CCCCCCCCCCC 2-(4-Bromophenyl)-2-oxoethyl (3R)-3-[(9-phenylnonanoyl)oxy]tetradecanoate